4-(2-{6-[(7R)-7-Amino-2-azabicyclo[2.2.1]heptane-2-carbonyl]-3-methylpyrazolo[1,5-a]pyridin-2-yl}-1-(cyclopropylmethyl)-1H-pyrrolo[2,3-b]pyridin-6-yl)morpholin-3-one N[C@H]1C2N(CC1CC2)C(=O)C=2C=CC=1N(C2)N=C(C1C)C1=CC=2C(=NC(=CC2)N2C(COCC2)=O)N1CC1CC1